BrC=1C=C(C=CC1C(F)(F)F)[C@H]1[C@H]2COCC2=CCC1 |r| rac-(3aR,4R,7aS)-4-(3-bromo-4-(trifluoromethyl)phenyl)hexahydroisobenzofuran